2-{2-ethyl-6-[(±)-1-hydroxyprop-2-yl]-5,8-dioxo-5,6,7,8-tetrahydro-4H-pyrazolo[1,5-a]pyrrolo[3,4-d]pyrimidin-4-yl}-N-(5-fluoropyridin-2-yl)acetamide C(C)C1=NN2C(N(C3=C(C2=O)CN(C3=O)[C@@H](CO)C)CC(=O)NC3=NC=C(C=C3)F)=C1 |r|